N-(4-(3,3-difluorocyclobutoxy)-3-fluorophenyl)-5-fluoro-6-(1H-tetrazol-5-yl)benzofuran-3-carboxamide FC1(CC(C1)OC1=C(C=C(C=C1)NC(=O)C1=COC2=C1C=C(C(=C2)C2=NN=NN2)F)F)F